FC1=C2CC(CC2=CC(=C1)OCC(C)O)CNCCC1CN(C(O1)=O)C1=NC2=C(OCC(N2)=O)N=C1 6-[5-[2-[[4-fluoro-6-(2-hydroxypropoxy)-2,3-dihydro-1H-inden-2-yl]methylamino]ethyl]-2-oxo-1,3-oxazolidin-3-yl]-4H-pyrazino[2,3-b][1,4]oxazin-3-one